COC(=O)[C@H]1NC(C=2NC3=CC=CC=C3C2C1)(CO[Si](C)(C)C(C)(C)C)CO[Si](C)(C)C(C)(C)C (3S)-1,1-di(tert-butyldimethylsilyloxy)methyl-1,2,3,4-tetrahydro-beta-carboline-3-carboxylic acid methyl ester